8-HYDROXYQUINOLINE-6-CARBOXALDEHYDE OC=1C=C(C=C2C=CC=NC12)C=O